4-PHENYLAMINO-QUINAZOLIN C1(=CC=CC=C1)NC1=NC=NC2=CC=CC=C12